2-M-TOLYL-1H-IMIDAZOLE-4-CARBALDEHYDE C1(=CC(=CC=C1)C=1NC=C(N1)C=O)C